bis(8-nonenyl)dichlorosilane C(CCCCCCC=C)[Si](Cl)(Cl)CCCCCCCC=C